7-{6-[(3S)-3-(tert-butylamino)pyrrolidin-1-yl]pyridazin-3-yl}-6-(methoxymethoxy)-2-methylisoquinolin-1-one C(C)(C)(C)N[C@@H]1CN(CC1)C1=CC=C(N=N1)C1=C(C=C2C=CN(C(C2=C1)=O)C)OCOC